C(C)[C@@H]1NC(N(C1=O)C1CC2(CC(C2)OC2=NC=CC=C2C(=O)N)C1)=O 2-{[(αR)-6-[(4S)-4-ethyl-2,5-dioxoimidazolidin-1-yl]spiro[3.3]heptan-2-yl]oxy}pyridine-3-carboxamide